2,4-Dinitrobenzenesulfonyl chloride [N+](=O)([O-])C1=C(C=CC(=C1)[N+](=O)[O-])S(=O)(=O)Cl